6-(cyclopropanecarboxamido)-4-((3-(1-((1S,2R)-2-(difluoromethoxy)cyclopentyl)-1H-pyrazol-4-yl)-2-methoxyphenyl)amino)pyridazine-3-carboxamide C1(CC1)C(=O)NC1=CC(=C(N=N1)C(=O)N)NC1=C(C(=CC=C1)C=1C=NN(C1)[C@@H]1[C@@H](CCC1)OC(F)F)OC